N-(5-(4-oxo-3-propyl-3,4-dihydro-quinazolin-6-yl)pyridin-2-yl)benzamide O=C1N(C=NC2=CC=C(C=C12)C=1C=CC(=NC1)NC(C1=CC=CC=C1)=O)CCC